C(C)(=O)ON=CC ethanone 1-(O-acetyl oxime)